4-(2-{2,8-diazaspiro[4.5]decan-8-yl}-5-(1-methyl-1H-indazol-5-yl)-1,3-thiazol-4-yl)benzonitrile C1NCCC12CCN(CC2)C=2SC(=C(N2)C2=CC=C(C#N)C=C2)C=2C=C1C=NN(C1=CC2)C